sodium [7-oxo-3-(4-sulfamoylpyrazol-1-yl)-1,6-diazabicyclo[3.2.1]oct-3-en-6-yl] sulfate S(=O)(=O)(ON1C2C=C(CN(C1=O)C2)N2N=CC(=C2)S(N)(=O)=O)[O-].[Na+]